ClC1=C(C=C(N=N1)NC(C(C)(C)C)=O)C N-(6-chloro-5-methyl-pyridazin-3-yl)-2,2-dimethyl-propionamide